ClC1=C(C=CC=C1C1C(NC(CC1)=O)=O)C1=CC=C(C=C1)CC1CN(C(O1)=O)C 3-(2-chloro-4'-((3-methyl-2-oxooxazolidin-5-yl)methyl)-[1,1'-biphenyl]-3-yl)piperidine-2,6-dione